(R)-1-((1-(2-cyanoacetyl)piperidin-3-yl)oxy)-7-isopropoxy-4-((tetrahydro-2H-pyran-4-yl)ethynyl)isoquinoline-6-carboxamide C(#N)CC(=O)N1C[C@@H](CCC1)OC1=NC=C(C2=CC(=C(C=C12)OC(C)C)C(=O)N)C#CC1CCOCC1